BrC1=CC2=C(NC(CC(N2C=2C=C(/C(/N)=N/O)C=CC2)=O)=O)C2=CC=CC=C12 (Z)-3-(7-bromo-2,4-dioxo-1,2,3,4-tetrahydro-5H-naphtho[1,2-b][1,4]diazepin-5-yl)-N'-hydroxybenzimidamide